4-methoxyphenyl-(1H-pyrrol-3-yl)methanone COC1=CC=C(C=C1)C(=O)C1=CNC=C1